(S)-7-chloro-10-(3-(4-chloro-3,5-dimethylphenoxy)propyl)-4-methyl-1-oxo-6-(1,3,5-trimethyl-1H-pyrazol-4-yl)-3,4-dihydropyrazino[1,2-a]indol ClC=1C=CC=2C(=C3N(C2C1C=1C(=NN(C1C)C)C)[C@H](CNC3=O)C)CCCOC3=CC(=C(C(=C3)C)Cl)C